C(C1=CC=CC=C1)N(O)C(CC1=CC=C(C=C1)OC)(C)C N-benzyl-N-(1-(4-methoxyphenyl)-2-methylpropane-2-yl)hydroxylamine